N-(2-methylbenzyl)propynylamine CC1=C(CNC#CC)C=CC=C1